3-(((4-((4-fluoro-2-methyl-1H-indol-5-yl)oxy)-6-methoxyquinazolin-7-yl)oxy)methyl)-N-methylcyclobutylamine FC1=C2C=C(NC2=CC=C1OC1=NC=NC2=CC(=C(C=C12)OC)OCC1CC(C1)NC)C